D-Ribono-1,4-Lactone C1([C@H](O)[C@H](O)[C@@H](CO)O1)=O